FC(C(=O)[O-])(F)F.FC(C1=NC(=NO1)C=1C=CC(=NC1)N1C2C[NH2+]C(C1)C2)F 5-(5-(5-(difluoromethyl)-1,2,4-oxadiazol-3-yl)pyridin-2-yl)-2,5-diazabicyclo[2.2.1]heptan-2-ium trifluoroacetate